FC=1C=C(C=CC1F)[C@H]1N([C@H](CC1)C)CC1=NC2=C(N1[C@@H]1CC[C@H](CC1)OC)C=CC(=C2)N2OC(=CC2C)C 2-((((2S,5S)-2-(3,4-difluorophenyl)-5-methylpyrrolidin-1-yl)methyl)-1-((trans)-4-methoxycyclohexyl)-1H-benzo[d]imidazole-5-yl)-3,5-dimethylisoxazole